NC1=CC(=C(C=C1OC1CC1)N1CCC(CC1)N1CCN(CC1)C(C(F)(F)F)=O)C=1C=NN(C1)C 1-(4-(1-(4-amino-5-cyclopropyloxy-2-(1-methylpyrazol-4-yl)phenyl)piperidin-4-yl)piperazine-1-yl)-2,2,2-trifluoroethane-1-one